N-((1H-1,2,3-triazol-4-yl)methyl)-7-(8-ethylnaphthalen-1-yl)-N-methyl-2-((tetrahydro-1H-pyrrolizin-7a(5H)-yl)methoxy)-5,6,7,8-tetrahydropyrido[3,4-d]pyrimidin-4-amine N1N=NC(=C1)CN(C=1C2=C(N=C(N1)OCC13CCCN3CCC1)CN(CC2)C2=CC=CC1=CC=CC(=C21)CC)C